(2-methyl)butanamide CC(C(=O)N)CC